C(C)OC1=C(C=C(C=C1F)C(C)C)[C@H](C(=O)O)N1C[C@@H](CC1)OCCCCCC1=NC=2NCCCC2C=C1 (R)-2-(2-ethoxy-3-fluoro-5-isopropylphenyl)-2-((R)-3-((5-(5,6,7,8-tetrahydro-1,8-naphthyridin-2-yl)pentyl)oxy)pyrrolidin-1-yl)acetic acid